4-[1-(2-methyl-2,3-dihydrobenzofuran-7-yl)ethyl]-1H-imidazole CC1OC2=C(C1)C=CC=C2C(C)C=2N=CNC2